O.[Sn](Cl)Cl tin(II) chloride hydrate